O=C(CCOCCOCCOCCOCCOCCOCCOCCOCCOCCOCCOCCOC)N[C@@H](C)C(=O)N[C@@H](C)C(=O)N[C@@H](CC(N)=O)C(=O)O N-(38-Oxo-2,5,8,11,14,17,20,23,26,29,32,35-dodecaoxaoctatriacontan-38-yl)-L-alanyl-L-alanyl-L-asparagin